NC=1C=C(C=C2C=C(N=CC12)NC(=O)[C@H]1[C@H](C1)F)C=1C(=NC(=NC1)C(=O)NC)C |r| (±)-5-[8-amino-3-[(cis-2-fluorocyclopropanecarbonyl)amino]-6-isoquinolyl]-N,4-dimethyl-pyrimidine-2-carboxamide